2,6-bis-(4-azidobenzeneyl)-4-methylcyclohexanone N(=[N+]=[N-])C1=CC=C(C=C1)C1C(C(CC(C1)C)C1=CC=C(C=C1)N=[N+]=[N-])=O